N1CC(C1)N1N=CC(=C1)C1=NC2=CC=CC=C2C(=C1)[C@@H](C)NC(C1=C(C=CC(=C1)OCCN(C)C)C)=O (R)-N-(1-(2-(1-(azetidin-3-yl)-1H-pyrazol-4-yl)quinolin-4-yl)ethyl)-5-(2-(dimethylamino)ethoxy)-2-methylbenzamide